[N+](=O)([O-])C1=CC=C(OC(=O)OCCCCCNC(OC(C)(C)C)=O)C=C1 tert-butyl (5-(((4-nitrophenoxy)carbonyl)oxy)pentyl)carbamate